COC(=O)C=1C=C2C(=C(NC2=C(C1)NC(CS(=O)(=O)CCC)=O)C)C(C)=O 3-acetyl-2-methyl-7-(N-(propylsulfonyl)acetylamino)-1H-indole-5-carboxylic acid methyl ester